(2S,4R)-4-(difluoromethoxy)-1-((4-phenoxybenzoyl)glycyl)pyrrolidine-2-carboxylic acid methyl ester COC(=O)[C@H]1N(C[C@@H](C1)OC(F)F)C(CNC(C1=CC=C(C=C1)OC1=CC=CC=C1)=O)=O